O[C@H]1CN(CC[C@@H]1CNC1=NC=2N(C(=C1)NCC=1N=C3N(C=CC=C3C)C1)N=CC2C(C)C)C(=O)OC(C)(C)C tert-butyl (3R,4R)-3-hydroxy-4-(((3-isopropyl-7-(((8-methylimidazo[1,2-a]pyridin-2-yl)methyl)amino)pyrazolo[1,5-a]pyrimidin-5-yl)amino)methyl)piperidine-1-carboxylate